C1=CC=C2C(=C1)N=CO2 The molecule is a benzoxazole in which the benzene ring is fused to a 1,3-oxazole ring across positions 4 and 5. It is a mancude organic heterobicyclic parent and a member of 1,3-benzoxazoles.